N-(1-cyanocyclopropyl)-N-[5-ethylsulfonyl-6-[3-methyl-6-(trifluoromethyl)imidazo[4,5-c]pyridin-2-yl]-3-pyridinyl]acetamide C(#N)C1(CC1)N(C(C)=O)C=1C=NC(=C(C1)S(=O)(=O)CC)C1=NC2=C(C=NC(=C2)C(F)(F)F)N1C